ClC1=CC=C(COC2=CC=C(C=C2)C=2OC3=C(CN(CC3)C(=O)OC(C)(C)C)N2)C=C1 Tert-butyl 2-(4-((4-chlorobenzyl) oxy) phenyl)-6,7-dihydrooxazolo[4,5-c]pyridine-5(4H)-carboxylate